ClC=1C(=C(C=CC1F)NC1=NC=NC2=CC=C(C=C12)C1(CN(C1)C(C=C)=O)C)F 1-(3-(4-((3-chloro-2,4-difluorophenyl)amino)quinazolin-6-yl)-3-methylazetidin-1-yl)prop-2-en-1-one